3-Bromo-1-(3-chloropyridin-2-yl)-N-(7-(3,3-difluoroazetidin-1-carbonyl)-5-methylpyrazolo[1,5-a]pyridin-6-yl)-1H-pyrazol-5-carboxamid BrC1=NN(C(=C1)C(=O)NC=1C(=CC=2N(C1C(=O)N1CC(C1)(F)F)N=CC2)C)C2=NC=CC=C2Cl